(3S,4S)-4-allyl-3-hydroxy-3-(tribromomethyl)pyrrolidine-1-carboxylic acid tert-butyl ester C(C)(C)(C)OC(=O)N1C[C@@]([C@H](C1)CC=C)(C(Br)(Br)Br)O